C(CCC)C1(N=C(C2=C(N1)C=CC=N2)NC2CCCC2)N 2-butyl-N4-cyclopentyl-pyrido[3,2-d]pyrimidine-2,4-diamine